ethyl 5-[(2R)-2-(2,5-difluorophenyl)pyrrolidin-1-yl]pyrazolo[1,5-a]pyrimidine-3-carboxylate FC1=C(C=C(C=C1)F)[C@@H]1N(CCC1)C1=NC=2N(C=C1)N=CC2C(=O)OCC